Cl.C1(CC1)CNC1=NC(=C(C2=C1CNC2)C)C N-(cyclopropylmethyl)-6,7-dimethyl-2,3-dihydro-1H-pyrrolo[3,4-C]pyridin-4-amine, hydrochloride